tert-butyl 4-(4-(N-(2-cyanoethyl)cyanamido)-1H-pyrazol-1-yl)piperidine-1-carboxylate C(#N)CCN(C#N)C=1C=NN(C1)C1CCN(CC1)C(=O)OC(C)(C)C